ClCCN(C(=O)Cl)CCCl N,N-bis(2-chloroethyl)carbamoyl chloride